OC12OC3=C(C1(C(C1=CC=CC=C12)=O)NC(C(C)=O)=O)C=CC(=C3)C(C)C N-(4b-hydroxy-7-isopropyl-10-oxo-9b,10-dihydro-4bH-indeno[1,2-b]benzofuran-9b-yl)-2-oxopropanamide